2,3-dimethyl-2,3-butanediamine CC(C)(C(C)(N)C)N